2-(4-bromo-1-methyl-1H-pyrazol-5-yl)-5-methoxybenzonitrile BrC=1C=NN(C1C1=C(C#N)C=C(C=C1)OC)C